FC1=C(C(=C(C(=C1F)[B-](C1=C(C(=C(C(=C1F)F)C1=CC=C(C=C1)C=C)F)F)(C1=C(C(=C(C(=C1F)F)C1=CC=C(C=C1)C=C)F)F)C1=C(C(=C(C(=C1F)F)C1=CC=C(C=C1)C=C)F)F)F)F)C1=CC=C(C=C1)C=C.[Li+] Lithium tetrakis(2,3,5,6-tetrafluoro-4'-vinyl-[1,1'-biphenyl]-4-yl)borate